FC1([C@@H](C1)NC(C1=C(C=C(C=C1OC)C=1N(N=C2C=C(C=C(C12)C(F)F)C=1C=NN(C1)C1OCCCC1)C)OC(F)F)=O)F N-[(1R)-2,2-difluorocyclopropyl]-2-(difluoromethoxy)-4-[4-(difluoromethyl)-2-methyl-6-[1-(oxan-2-yl)pyrazol-4-yl]indazol-3-yl]-6-methoxybenzamide